4-((4-(4-(((tert-butoxycarbonyl)amino)methyl)-3-methylphenyl)pyrimidine-2-yl)amino)-1H-pyrazole-1-carboxylic acid tert-butyl ester C(C)(C)(C)OC(=O)N1N=CC(=C1)NC1=NC=CC(=N1)C1=CC(=C(C=C1)CNC(=O)OC(C)(C)C)C